CN[C@H]1C(O)O[C@@H]([C@H]([C@@H]1O)O)CO N-methyl-D-glucosamine